N-[(3S)-1,3-dihydrospiro[indene-2,4-piperidine]-3-yl]-2-methylpropane-2-sulfinamide N1CCC2(CC1)CC1=CC=CC=C1[C@H]2NS(=O)C(C)(C)C